C(C)(=O)N(C(C)=O)C=1C(=NC(=CC1Cl)Br)OC N-acetyl-N-(6-bromo-4-chloro-2-methoxypyridin-3-yl)acetamide